2-[3-(dibenzylamino)-2-fluoro-4-nitrophenyl]-4,4-difluorobutyric acid methyl ester COC(C(CC(F)F)C1=C(C(=C(C=C1)[N+](=O)[O-])N(CC1=CC=CC=C1)CC1=CC=CC=C1)F)=O